C(C)(C)(C)OC(N(C)CCOCCC1=C(C=C(C=C1)NC(=O)NCC=1C=C2CN(C(C2=CC1)=O)C1C(NC(CC1)=O)=O)Cl)=O tert-butyl(2-(2-chloro-4-(3-((2-(2,6-dioxopiperidin-3-yl)-1-oxoisoindolin-5-yl)methyl)ureido) phenethoxy)ethyl)(methyl)carbamate